OC1=C(C=2C=CC=C(C2C=C1)C(=O)O)C1=C(C=CC=2C(=CC=CC12)C(=O)O)O 2,2'-dihydroxy-[1,1'-binaphthyl]-5,5'-dicarboxylic acid